CN([C@@H](C(C)C)C(=O)O)C(=O)Cl methyl-(chlorocarbonyl)valine